2-(1-adamantyl)-N-(4-isopropyl-1-oxophthalazin-2(1H)-yl)acetamide C12(CC3CC(CC(C1)C3)C2)CC(=O)NN2C(C3=CC=CC=C3C(=N2)C(C)C)=O